FC1=C(C=C(C=C1)[C@H](C)NC(=O)C=1C=NC2=C(N=C(C=C2C1N1CCN[C@@H](CC1)C)C)C1CC1)C(F)(F)F N-{(S)-1-[4-fluoro-3-(trifluoromethyl)phenyl]ethyl}-4-[(R)-5-methyl-1,4-diazepan-1-yl]-8-cyclopropyl-6-methyl-1,7-diaza-3-naphthamide